tert-butyl (1S,4S)-5-[4-[3-chloro-4-(2,2-difluoroethoxy)anilino]pyrido[3,2-d]pyrimidin-6-yl]-2,5-diazabicyclo[2.2.1]heptane-2-carboxylate ClC=1C=C(NC=2C3=C(N=CN2)C=CC(=N3)N3[C@@H]2CN([C@H](C3)C2)C(=O)OC(C)(C)C)C=CC1OCC(F)F